NC=1C=C(C=C(C1C=O)F)CN(C(=O)C=1C=NC(=NC1)C(F)(F)F)C=1C(=NC=CC1)S(=O)(=O)C N-[(3-amino-5-fluoro-4-formylphenyl)methyl]-N-(2-methanesulfonylpyridin-3-yl)-2-(trifluoromethyl)pyrimidine-5-carboxamide